[4-[5-[2-[1-(2,6-dioxo-3-piperidyl)-3-methyl-2-oxo-benzimidazol-5-yl]ethyl]-2,5-diazabicyclo[2.2.1]heptane-2-carbonyl]cyclohexyl]carbamate O=C1NC(CCC1N1C(N(C2=C1C=CC(=C2)CCN2C1CN(C(C2)C1)C(=O)C1CCC(CC1)NC([O-])=O)C)=O)=O